4-(2-pyridyl)thiosemicarbazide N1=C(C=CC=C1)NC(NN)=S